BrC1=NC=CC(=C1N1CCC(CC1)(C1=NN=CN1C)F)C#N 2-bromo-3-[4-fluoro-4-(4-methyl-4H-1,2,4-triazol-3-yl)piperidin-1-yl]pyridine-4-carbonitrile